3-(5-[(5-chlorothiophen-2-yl)methyl]amino-1-(2,2-dimethylpropanoyl)-1H-pyrazol-3-yl)-3-methylpyrrolidin-2-one ClC1=CC=C(S1)CNC1=CC(=NN1C(C(C)(C)C)=O)C1(C(NCC1)=O)C